COC1=C(CNC2=NC=CC(=C2F)CC=2C(=C(C(=C(C(=O)OC)C2)NC2=C(C=C(C(=C2)OC)I)F)F)F)C=CC(=C1)OC methyl 5-((2-((2,4-dimethoxybenzyl)amino)-3-fluoropyridin-4-yl)methyl)-3,4-difluoro-2-((2-fluoro-4-iodo-5-methoxyphenyl)amino)benzoate